(2R,3S,5R)-5-(6-Amino-2-fluoro-9H-purin-9-yl)-2-((((S)-(((S)-1-(2-ethylbutoxy)-1-oxo-3-phenylpropan-2-yl)amino)(phenoxy)phosphoryl)oxy) methyl)-2-ethynyltetrahydrofuran-3-yl decanoate C(CCCCCCCCC)(=O)O[C@@H]1[C@@](O[C@H](C1)N1C2=NC(=NC(=C2N=C1)N)F)(C#C)CO[P@](=O)(OC1=CC=CC=C1)N[C@H](C(=O)OCC(CC)CC)CC1=CC=CC=C1